4-fluoro-N-(6-(1-methyl-1H-pyrazol-4-yl)isoquinolin-3-yl)-3-((2-methyl-2,7-diazaspiro[3.5]non-7-yl)sulfonyl)benzamide FC1=C(C=C(C(=O)NC=2N=CC3=CC=C(C=C3C2)C=2C=NN(C2)C)C=C1)S(=O)(=O)N1CCC2(CN(C2)C)CC1